tert-butyl N-[5-bromo-2-(4-cyclopropyl-6-methoxy-pyrimidin-5-yl)-3-fluoro-4-pyridyl]-N-[[4-[1-isopropyl-4-(trifluoromethyl)imidazol-2-yl]phenyl]methyl]carbamate BrC=1C(=C(C(=NC1)C=1C(=NC=NC1OC)C1CC1)F)N(C(OC(C)(C)C)=O)CC1=CC=C(C=C1)C=1N(C=C(N1)C(F)(F)F)C(C)C